2-(Benzylthio)benzaldehyde C(C1=CC=CC=C1)SC1=C(C=O)C=CC=C1